ClC=1C=CC(=C2C=CNC12)C=1N(N=C2C1CN(CC2)C2=NC=C(C=C2)C(F)(F)F)C2=C(C=CC=C2CC)CC 3-(7-chloro-1H-indol-4-yl)-2-(2,6-diethylphenyl)-5-(5-(trifluoromethyl)pyridin-2-yl)-4,5,6,7-tetrahydro-2H-pyrazolo[4,3-c]pyridine